C(C)(C)(C)OC(=O)N1C(CC(CC1)F)C1=CC=C(C=C1)N (4-aminophenyl)-4-fluoropiperidine-1-carboxylic acid tert-butyl ester